L-5-aminolevulinate hydrochloride Cl.NCC(CCC(=O)O)=O